2,4-dioxo-1H-thiophene O=C1SCC(C1)=O